cyclobutane-1-carboxylate C1(CCC1)C(=O)[O-]